4-(methylsulfonyloxymethyl)-1-methanesulfonylpiperidine CS(=O)(=O)OCC1CCN(CC1)S(=O)(=O)C